guanosine 5',3'-bispyrophosphate P(O)(=O)(OP(=O)(O)O)OC[C@@H]1[C@H]([C@H]([C@@H](O1)N1C=NC=2C(=O)NC(N)=NC12)O)OP(O)(=O)OP(=O)(O)O